C1(CC1)C[C@H]1C[C@@H]2[C@H](N[C@H]1CC2)C(=O)N2CC1(C2)CN(C1)C1=C2C(=NC=C1C(F)(F)F)SC(=C2)CC(F)(F)F [(1S,3S,4R,6S)-6-(cyclopropylmethyl)-2-azabicyclo[2.2.2]octan-3-yl]-{6-[2-(2,2,2-trifluoroethyl)-5-(trifluoromethyl)thieno[2,3-b]pyridin-4-yl]-2,6-diazaspiro[3.3]heptane-2-yl}methanone